Cl.ClC=1C=C(OC2=C3C(=NC=C2)NC=C3C3=CC(=NC=N3)N)C=CC1 6-(4-(3-chlorophenoxy)-1H-pyrrolo[2,3-b]pyridin-3-yl)pyrimidin-4-amine hydrochloride